CC=1C(=NNC1)CCC(=O)N methyl-pyrazolepropionamide